N-((4-nitro-5-(((tetrahydro-2H-pyran-4-yl)methyl)amino)pyridin-2-yl)sulfonyl)benzamide [N+](=O)([O-])C1=CC(=NC=C1NCC1CCOCC1)S(=O)(=O)NC(C1=CC=CC=C1)=O